5-(4-chloro-3-(neopentyloxy)phenyl)-4-(4-(trifluoromethyl)phenyl)pyrimidin-2-amine ClC1=C(C=C(C=C1)C=1C(=NC(=NC1)N)C1=CC=C(C=C1)C(F)(F)F)OCC(C)(C)C